BrC1=CC(=C2C=CC=NC2=C1OC)C(C)=O 1-(7-bromo-8-methoxyquinolin-5-yl)ethan-1-one